5-Amino-2-methyl-N-(3-(naphthalen-1-yl)oxetan-3-yl)benzamide NC=1C=CC(=C(C(=O)NC2(COC2)C2=CC=CC3=CC=CC=C23)C1)C